FC=1C=C(C=C(C1)F)[C@@H]1C[C@@H](C=2N1N=C(N2)[S@](=O)CF)F (5S,7S)-5-(3,5-difluorophenyl)-7-fluoro-2-((S)-(fluoromethyl)sulfinyl)-6,7-dihydro-5H-pyrrolo[1,2-b][1,2,4]triazole